FC1=C(C=CC(=C1)F)N1N=NC(=C1)COC=1C=C(C=CC1OCC=1N=NN(C1)C1=C(C=C(C=C1)F)F)/C=C/C(=O)C1=C(C=C(C=C1OC)OC)O (E)-3-[3,4-Bis[[1-(2,4-difluorophenyl)triazol-4-yl]methoxy]phenyl]-1-(2-hydroxy-4,6-dimethoxyphenyl)prop-2-en-1-one